CN1CC(CCC1)C=1N=NC2=C(C1)N=CC=C2N (1-methylpiperidin-3-yl)pyrido[2,3]pyridazin-8-amine